tert-butyl 3-[(4-bromo-2-cyclopropyl-1,3-thiazole-5-carbonyl)amino]-4-cyclopropyl-1H-pyrazole-1-carboxylate BrC=1N=C(SC1C(=O)NC1=NN(C=C1C1CC1)C(=O)OC(C)(C)C)C1CC1